2-[(7,8-dichloro-1-methyl-2-oxo-3,4,5,6-tetrahydro-1H-azepino[4,5-b]indol-10-yl)oxy]acetonitrile ClC1=C(C=C(C=2C3=C(NC12)CCNC(C3C)=O)OCC#N)Cl